tert-Butyl (5-bromo-2-(trifluoromethyl)benzyl)carbamate BrC=1C=CC(=C(CNC(OC(C)(C)C)=O)C1)C(F)(F)F